CC1CCC=2C=CC=C(C12)O 3-methyl-2,3-dihydro-1H-inden-4-ol